C(C)N([C@@H](CC(C)C)C(=O)NC1=C(C2=CC=CC=C2C=C1)S(=O)(=O)O)CC (E)-N,N-diethylleucylaminonaphthalenesulfonic acid